FC1=C(C=CC=C1)[C@]1([C@@H]2CCN(C[C@H]12)C=1N=C2C(=NC1)N=C(C=C2)C=2C=CC1=C(N(C=N1)C)C2)CN ((1S,6R,7R)-7-(2-fluorophenyl)-3-(6-(1-methyl-1H-benzo[d]imidazol-6-yl)pyrido[2,3-b]pyrazin-2-yl)-3-azabicyclo[4.1.0]heptan-7-yl)methanamine